(S)-3-((3-(4-chlorophenethyl)-3-(ethoxymethyl)pyrrolidin-1-yl)methyl)pyridine ClC1=CC=C(CC[C@]2(CN(CC2)CC=2C=NC=CC2)COCC)C=C1